ClC1=C(C=CC=C1C=1C=C2C=CN(C2=CC1)CC1=NN(C=C1)C)C1C(NC(CC1)=O)=O 3-(2-chloro-3-(1-((1-methyl-1H-pyrazol-3-yl)methyl)-1H-indol-5-yl)phenyl)piperidine-2,6-dione